N=1ON=C2C1C=CC=C2COC2=CC=C(C=C2)C=2C=C(C(NC2C(F)(F)F)=O)C(=O)N 5-(4-(benzo[c][1,2,5]oxadiazol-4-ylmethoxy)phenyl)-2-oxo-6-(trifluoromethyl)-1,2-dihydropyridine-3-carboxamide